FC=1C(=CC2=C(N(C(N2C)=O)C2C(NC(CC2)=O)=O)C1)N1CCC(CC1)C1CCN(CC1)CC1CCNCC1 3-(6-fluoro-3-methyl-2-oxo-5-(1'-(piperidin-4-ylmethyl)-[4,4'-bipiperidin]-1-yl)-2,3-dihydro-1H-benzo[d]imidazol-1-yl)piperidine-2,6-dione